2-Ethyl-N-(2-methoxyphenyl)-N-methylbutanamide C(C)C(C(=O)N(C)C1=C(C=CC=C1)OC)CC